BrC=1C=C2CCC(C2=C(C1)C)OCC(F)(F)F 5-bromo-7-methyl-1-trifluoroethoxyindan